C[C@@H]1CN(C[C@@H](C1)C)CC1=C2C(=NC(=C1)C(=O)N)C(CC2)(C)C 4-(((3S,5R)-3,5-dimethylpiperidin-1-yl)methyl)-7,7-dimethyl-6,7-dihydro-5H-cyclopenta[b]pyridine-2-carboxamide